acetic acid Methoxyethyl-{[1-(4-bromo-2-fluorophenyl)-5-(2,4-difluorophenyl)-1H-1,2,4-triazole-3-yl]oxy}acetate COCCOC(COC1=NN(C(=N1)C1=C(C=C(C=C1)F)F)C1=C(C=C(C=C1)Br)F)=O.C(C)(=O)O